3-hydroxy-N,N-dimethyl-4-((2-((2-methyl-4,5,6,7-tetrahydrobenzofuran-7-yl)amino)-3,4-dioxocyclobut-1-en-1-yl)amino)picolinamide OC=1C(=NC=CC1NC1=C(C(C1=O)=O)NC1CCCC=2C=C(OC21)C)C(=O)N(C)C